1-(bromomethyl)-4-((trifluoromethyl)sulfonyl)benzene BrCC1=CC=C(C=C1)S(=O)(=O)C(F)(F)F